(4-(4-(2-(5-amino-8-methylbenzo[f][1,7]naphthyridin-2-yl)ethyl)-3-methylphenoxy)butyl)phosphonic acid NC1=NC2=C(C=3C=C(C=NC13)CCC1=C(C=C(OCCCCP(O)(O)=O)C=C1)C)C=CC(=C2)C